NC1(CCN(CC1)CC1=CC=CC=C1)CO (4-amino-1-benzylpiperidin-4-yl)methanol